cyclopropylpyrazole-4-carbaldehyde C1(CC1)C1=NNC=C1C=O